COC(=O)C=1CN2C(C3=CN(C=CC13)C)=NC(=N2)C2=CC=CC=C2 9-Methyl-2-phenyl-5,9-dihydro-[1,2,4]triazolo[5,1-a][2,7]naphthyridine-6-carboxylic acid methyl ester